3-bromo-2-(trifluoromethyl)pyridine 1-oxide BrC=1C(=[N+](C=CC1)[O-])C(F)(F)F